tert-butyl (3S)-3-[[4-(6-cyano-1H-indol-3-yl)-5-methylsulfanyl-pyrimidin-2-yl]amino]piperidine-1-carboxylate C(#N)C1=CC=C2C(=CNC2=C1)C1=NC(=NC=C1SC)N[C@@H]1CN(CCC1)C(=O)OC(C)(C)C